Glycerin Dipalmitate C(CCCCCCCCCCCCCCC)(=O)O.C(CCCCCCCCCCCCCCC)(=O)O.OCC(O)CO